N-(4-fluoro-3-((5-(3-fluoro-5-methoxy-4-(trifluoromethyl)phenyl)-2-((1-methyl-1H-pyrazol-4-yl)amino)pyrimidin-4-yl)amino)phenyl)acrylamide FC1=C(C=C(C=C1)NC(C=C)=O)NC1=NC(=NC=C1C1=CC(=C(C(=C1)OC)C(F)(F)F)F)NC=1C=NN(C1)C